1-aminooctane NCCCCCCCC